Cl.N[C@@H]1CN(CCC1)C1=CC(=NC=C1C=1C=NN(C1)C(F)F)NC1=NC(=NC=C1)C1=C(C=C(C=C1OC)CN(C)C)F (S)-N-(4-(3-aminopiperidin-1-yl)-5-(1-(difluoromethyl)-1H-pyrazol-4-yl)pyridin-2-yl)-2-(4-((dimethylamino)methyl)-2-fluoro-6-methoxyphenyl)pyrimidin-4-amine hydrochloride